C(#N)CC1=C(C(=O)N)C=CC(=C1)C1=NC(=NC=C1C)NC=1C=NN(C1)C1CCN(CC1)CC#N (cyanomethyl)-4-(2-((1-(1-(cyanomethyl)piperidin-4-yl)-1H-pyrazol-4-yl)amino)-5-methylpyrimidin-4-yl)benzamide